(3S,6S,8R,10aR)-8-ethoxy-N-((R)-6-fluoro-1,2,3,4-tetrahydronaphthalen-1-yl)-6-((S)-2-(methylamino)propanamido)-5-oxodecahydropyrrolo[1,2-a]azocine-3-carboxamide C(C)O[C@@H]1CC[C@@H]2N(C([C@H](C1)NC([C@H](C)NC)=O)=O)[C@@H](CC2)C(=O)N[C@@H]2CCCC1=CC(=CC=C21)F